5-(2,2-difluoroethoxy)-3-fluoro-N,N-bis[(4-methoxyphenyl)methyl]Pyridin-2-amine FC(COC=1C=C(C(=NC1)N(CC1=CC=C(C=C1)OC)CC1=CC=C(C=C1)OC)F)F